C(C1=CC=CC=C1)N1CCC(CC1)OC[C@H](C(=O)[O-])C(C)C (R)-2-(((1-benzylpiperidin-4-yl) oxy) methyl)-3-methylbutyrate